5-CYANO-2-FURANCARBOXYLIC ACID C(#N)C1=CC=C(O1)C(=O)O